tert-butyl (2R,4R)-2-((benzoyloxy)methyl)-4-((tert-butyldiphenylsilyl)oxy)pyrrolidine-1-carboxylate C(C1=CC=CC=C1)(=O)OC[C@@H]1N(C[C@@H](C1)O[Si](C1=CC=CC=C1)(C1=CC=CC=C1)C(C)(C)C)C(=O)OC(C)(C)C